C(C1=CC(=C(N)C=C1)[N+](=O)[O-])(C1=CC(=C(N)C=C1)[N+](=O)[O-])(C1=CC(=C(N)C=C1)[N+](=O)[O-])C1=CC(=C(N)C=C1)[N+](=O)[O-] 4,4',4'',4'''-methanetetrayl-tetrakis(2-nitroaniline)